5-(4-(1'-(3-(4-(2,6-Dioxopiperidin-3-yl)phenyl)propyl)-[1,4'-bipiperidin]-4-yl)-piperazin-1-yl)-2-((S)-1-(3-ethoxy-4-methoxyphenyl)-2-(methylsulfonyl)ethyl)isoindoline-1,3-dione O=C1NC(CCC1C1=CC=C(C=C1)CCCN1CCC(CC1)N1CCC(CC1)N1CCN(CC1)C=1C=C2C(N(C(C2=CC1)=O)[C@H](CS(=O)(=O)C)C1=CC(=C(C=C1)OC)OCC)=O)=O